S1(=O)(=O)OOOOS(O1)(=O)=O.OCC[N+](C)(C)C choline peroxy disulfate